FC(C(=O)O)(F)F.C(OC)(OCCCN(C)C)=O methyl (3-(dimethylamino)propyl) carbonate 2,2,2-trifluoroacetate